3-[(4-amino-2-methylpyrimidin-5-yl)methyl]-1-(2-chloroethyl)-1-nitrosourea NC1=NC(=NC=C1CNC(N(N=O)CCCl)=O)C